6-Chloro-4-(4-((2E)-4-(dimethylamino)-2-butenoyl)-1-piperazinyl)-7-(2-fluoro-6-hydroxyphenyl)-1-(2-(2-propanyl)phenyl)-2(1H)-quinazolinone ClC=1C=C2C(=NC(N(C2=CC1C1=C(C=CC=C1O)F)C1=C(C=CC=C1)C(C)C)=O)N1CCN(CC1)C(\C=C\CN(C)C)=O